CC=1OC(=CC1C(=O)NC1=NC(=NS1)CC(C)(O)C)C1=CC(=CC=C1)OC(F)F 2-methyl-5-(3-(difluoromethoxy)phenyl)-N-(3-(2-methyl-2-hydroxypropyl)-1,2,4-thiadiazol-5-yl)furan-3-carboxamide